chloro(dodecyl)dimethyl-silane Cl[Si](C)(C)CCCCCCCCCCCC